N-[3-(3-chloro-4-cyano-phenoxy)-2,2,4,4-tetramethyl-cyclobutyl]-5-[4-[[3-[(2,2,2-trifluoroacetyl)amino]cyclobutyl]methyl]-1-piperidyl]pyridine-2-carboxamide ClC=1C=C(OC2C(C(C2(C)C)NC(=O)C2=NC=C(C=C2)N2CCC(CC2)CC2CC(C2)NC(C(F)(F)F)=O)(C)C)C=CC1C#N